1-N-[2-[4-(hydroxymethyl)cyclohexyl]-6-methoxy-indazol-5-yl]-6-(trifluoromethyl)pyridine-2-carboxamide OCC1CCC(CC1)N1N=C2C=C(C(=CC2=C1)N1C(C=CC=C1C(F)(F)F)C(=O)N)OC